C(C)C(CC1(C2=C(SC=C2)C=2SC=CC21)CC(CCCC)CC)CCCC 4,4-bis(2-ethylhexyl)-4H-cyclopenta[1,2-b:5,4-b']dithiophene